(E)-1-(4-((2-chlorophenyl)sulfonyl)piperazin-1-yl)-3-(4-hydroxy-3-methoxyphenyl)prop-2-en-1-one ClC1=C(C=CC=C1)S(=O)(=O)N1CCN(CC1)C(\C=C\C1=CC(=C(C=C1)O)OC)=O